N-[6-(5-chloro-2-fluorophenyl)pyridazin-4-yl]-7-(2-{[3-(methylamino)propyl]amino}ethoxy)quinolin-4-amine ClC=1C=CC(=C(C1)C1=CC(=CN=N1)NC1=CC=NC2=CC(=CC=C12)OCCNCCCNC)F